(3R)-3-{4-[(2R)-2,3-dimethylbutoxy]phenyl}hex-4-ynoic acid C[C@@H](COC1=CC=C(C=C1)[C@@H](CC(=O)O)C#CC)C(C)C